C(C)(C)(C)[Si](OCCSC1=C(C=CC=C1)C)(C)C tert-butyl-dimethyl-[2-(o-tolylsulfanyl)ethoxy]silane